(2S)-2-[[cyclobutyl(methyl)carbamoyl]amino]-4-[2-phenoxyethyl-[4-(5,6,7,8-tetrahydro-1,8-naphthyridin-2-yl)butyl]amino]butanoic acid C1(CCC1)N(C(=O)N[C@H](C(=O)O)CCN(CCCCC1=NC=2NCCCC2C=C1)CCOC1=CC=CC=C1)C